(2S,4r)-4-hydroxy-1-[(2S)-2-[4-(4-hydroxy-3,3-dimethyl-butyl)triazol-1-yl]-3,3-dimethyl-butyryl]-N-methyl-pyrrolidine-2-carboxamide O[C@@H]1C[C@H](N(C1)C([C@H](C(C)(C)C)N1N=NC(=C1)CCC(CO)(C)C)=O)C(=O)NC